CCC#CCCCCCC dec-3-yne